N[C@H]1CN(C[C@H](C1)O)C(=O)OC(C)(C)C tert-butyl (3R,5S)-3-amino-5-hydroxy-piperidine-1-carboxylate